3-(2,7-diazaspiro[3.5]nonan-2-yl)-7-(2,8-dimethylimidazo[1,2-b]pyridazin-6-yl)-5-fluorocinnoline C1N(CC12CCNCC2)C=2N=NC1=CC(=CC(=C1C2)F)C=2C=C(C=1N(N2)C=C(N1)C)C